N(=[N+]=[N-])CCCOC 1-azido-3-methoxy-propane